N-methyl-N-(2,2,2-trifluoro-1-(4-fluorophenyl)ethyl)pyrazolo[1,5-a]pyrimidine-6-sulfonamide CN(S(=O)(=O)C=1C=NC=2N(C1)N=CC2)C(C(F)(F)F)C2=CC=C(C=C2)F